C1(CC1)C1=CC(=CC(=N1)C=1OC2=C(N1)C=C(C=C2F)C2(CC2)NC(OC(C)(C)C)=O)C2=C(C=C(C=C2)F)C2=NN=CN2C tert-Butyl N-[1-(2-{6-cyclopropyl-4-[4-fluoro-2-(4-methyl-1,2,4-triazol-3-yl) phenyl]pyridin-2-yl}-7-fluoro-1,3-benzoxazol-5-yl) cyclopropyl]carbamate